FC(C(=O)NOC[C@H](C)NC=1C=NNC(C1C(F)(F)F)=O)N1CCN(CC1)C1=NC=C(C=N1)C(F)(F)F 2-fluoro-N-((S)-2-((6-oxo-5-(trifluoromethyl)-1,6-dihydropyridazin-4-yl)amino)propoxy)-2-(4-(5-(trifluoromethyl)pyrimidin-2-yl)piperazin-1-yl)acetamide